5-tert-butyl-N-[[4-[6-[2-[3-[4-[(2,6-dioxo-3-piperidyl)amino]phenyl]propyl]isoindolin-5-yl]pyrrolo[2,1-f][1,2,4]triazin-4-yl]-2-methyl-phenyl]methyl]-1,2,4-oxadiazole-3-carboxamide C(C)(C)(C)C1=NC(=NO1)C(=O)NCC1=C(C=C(C=C1)C1=NC=NN2C1=CC(=C2)C=2C=C1CN(CC1=CC2)CCCC2=CC=C(C=C2)NC2C(NC(CC2)=O)=O)C